ETHYL 3-HYDROXY-3,4-DIMETHYLOCTANOATE OC(CC(=O)OCC)(C(CCCC)C)C